6-propoxymethoxy-1,3-dimethylhexyllithium C(CC)OCOCCCC(CC(C)[Li])C